N-(6-(6-aminopyridin-3-yl)imidazo[1,2-a]pyridin-2-yl)-2-fluorocyclopropane-1-carboxamide NC1=CC=C(C=N1)C=1C=CC=2N(C1)C=C(N2)NC(=O)C2C(C2)F